FC1=CC(=C(C=C1C=1CN(CC1)S(=O)(=O)C)NC(=O)C1=CNC(C=C1C(F)(F)F)=O)N1C[C@H](N([C@H](C1)C)C)C N-[4-fluoro-5-(1-methylsulfonyl-2,5-dihydropyrrol-3-yl)-2-[(3R,5S)-3,4,5-trimethylpiperazin-1-yl]phenyl]-6-oxo-4-(trifluoromethyl)-1H-pyridine-3-carboxamide